C(C(C)(C)C)N1C=NC2=C1CN(CC2)C(=O)OC(C)(C)C tert-butyl 3-neopentyl-3,4,6,7-tetrahydro-5H-imidazo[4,5-c]pyridine-5-carboxylate